N-(2-methoxyethyl)carbamate COCCNC([O-])=O